C(=C)N1C(OCC1(C)C)=O N-vinyl-4,4-dimethyloxazolidinone